C(=O)(O)[C@H](CS)NC(CCC(=O)O)=O 4-(((R)-1-carboxy-2-mercaptoethyl)amino)-4-oxobutanoic acid